(1R*,2S*,3R*,5S*)-(±)-3-((5-chloro-4-(4-fluoro-2-(2-hydroxypropan-2-yl)-1-isopropyl-1H-benzo[d]imidazol-6-yl)pyrimidin-2-yl)amino)-8-(methylsulfonyl)-8-azabicyclo[3.2.1]octan-2-ol ClC=1C(=NC(=NC1)N[C@H]1[C@@H]([C@H]2CC[C@@H](C1)N2S(=O)(=O)C)O)C=2C=C(C1=C(N(C(=N1)C(C)(C)O)C(C)C)C2)F |r|